S1C(=NN=C1)N 1,3,4-Thiadiazole-2-amine